N-phenylcarbamic acid (butylphenyl) ester C(CCC)C1=C(C=CC=C1)OC(NC1=CC=CC=C1)=O